7-(piperidin-1-yl)thiazolo[5,4-d]pyrimidin-2-amine N1(CCCCC1)C=1C2=C(N=CN1)SC(=N2)N